diisobutyl 2-phenyl-3,4-thiophenedicarboxylate C1(=CC=CC=C1)C=1SC=C(C1C(=O)OCC(C)C)C(=O)OCC(C)C